1-(4-hydroxy-2-methylphenyl)-2-methylpropan-1-one OC1=CC(=C(C=C1)C(C(C)C)=O)C